3-(benzyl-(4-(4'-fluorobiphenyl-4-yl)-5-isobutylthiazol-2-yl)amino)propionic acid C(C1=CC=CC=C1)N(CCC(=O)O)C=1SC(=C(N1)C1=CC=C(C=C1)C1=CC=C(C=C1)F)CC(C)C